N=1N=CN2C1C(N=CC2)=O [1,2,4]triazolo[4,3-a]pyrazin-8(5H)-one